6-(2,2,3,3,11,11,12,12-octamethyl-5,9-dioctyl-4,10-dioxa-7-aza-3,11-disilatridecan-7-yl)hexan-1-ol CC(C)([Si](OC(CN(CC(O[Si](C(C)(C)C)(C)C)CCCCCCCC)CCCCCCO)CCCCCCCC)(C)C)C